C(C)OC(=O)[C@]12CCC(N2C\C(\C1)=C/COC)=O.CC1=C(C=CC=C1)SCCCC1=CC=CC=C1 1-methyl-2-[(3-phenylpropyl)thio]benzene ethyl-(S,Z)-2-(2-methoxyethylidene)-5-oxotetrahydro-1H-pyrrolizine-7a(5H)-carboxylate